3,3,3-trifluoroprop-1-en-2-yl acetate C(C)(=O)OC(=C)C(F)(F)F